1-(5-(6-methoxypyridin-3-yl)pyrazolo[1,5-A]pyridin-2-yl)-3-(2-(pyrimidin-2-ylamino)ethyl)urea COC1=CC=C(C=N1)C1=CC=2N(C=C1)N=C(C2)NC(=O)NCCNC2=NC=CC=N2